C(C)(=O)[C@@](N)(CCCC[N+](=O)[O-])C(=O)O (S)-2-acetyl-6-nitronorleucine